O1[C@H](COCC1)CN1N=C2C3=C(C[C@H](C2=C1)C)OC(=C3C(F)(F)F)C(=O)NC[C@H]3OCCC3 (4R)-2-{[(2S)-1,4-dioxan-2-yl]methyl}-4-methyl-N-{[(2S)-oxolan-2-yl]methyl}-8-(trifluoromethyl)-4,5-dihydro-2H-furo[2,3-g]indazole-7-carboxamide